3-(dimethylphenylsilyl)-1-propene C[Si](CC=C)(C1=CC=CC=C1)C